O[C@H]1CC[C@H](C=2C=CC=NC12)C(=O)NCC1=C(C(=C(C=C1)F)F)F (5R,8S)-8-hydroxy-N-(2,3,4-trifluorobenzyl)-5,6,7,8-tetrahydro-quinoline-5-carboxamide